FC(OC1=CC(=NC=N1)CNC(=O)NC1CC(C1)C(F)(F)F)F 1-[[6-(difluoromethoxy)pyrimidin-4-yl]methyl]-3-[(1r,3r)-3-(trifluoromethyl)cyclobutyl]urea